tert-butyl ((2S)-1-(3-((6-(2-((1R)-1-((tert-butylsulfinyl)(ethyl)amino)ethyl)-5-methylpyridin-4-yl)-[1,2,4]triazolo[1,5-a]pyrazin-8-yl)oxy)propoxy)-5,5-difluorohexan-2-yl)carbamate C(C)(C)(C)S(=O)N([C@H](C)C1=NC=C(C(=C1)C=1N=C(C=2N(C1)N=CN2)OCCCOC[C@H](CCC(C)(F)F)NC(OC(C)(C)C)=O)C)CC